(3S)-3-(5-{[(3S,4S)-1-{[8-fluoro-2-(morpholin-4-yl)quinolin-7-yl]methyl}-4-(methoxymethyl)pyrrolidin-3-yl]oxy}-1-oxo-2,3-dihydro-1H-isoindol-2-yl)piperidine-2,6-dione FC=1C(=CC=C2C=CC(=NC12)N1CCOCC1)CN1C[C@H]([C@@H](C1)COC)OC=1C=C2CN(C(C2=CC1)=O)[C@@H]1C(NC(CC1)=O)=O